C(C1=CC=CC=C1)[C@@H](C[C@@H](C(C([C@H](CC=O)NC(=O)C1=NC=CC(=C1OCOC(C(C)C)=O)OC)=O)=O)C)C=O (3S,6S,7R,8R)-8-benzyl-3-[({3-[(isobutyryloxy)methoxy]-4-methoxypyridin-2-yl}carbonyl)amino]-6-methyl-4,9-dioxo-1,5-dioxononane